FC=1C=C(C=CC1C)C=1N=C(SC1SC(C)C)N1N=C(C(=C1C(=O)O)C1=CC(=CC=C1)F)C 1-(4-(3-fluoro-4-methylphenyl)-5-(isopropylthio)thiazol-2-yl)-4-(3-fluorophenyl)-3-methyl-1H-pyrazole-5-carboxylic acid